C(OCCN(C)C(=O)OC)([O-])=O 2-(methoxycarbonyl-N-methyl amino)ethyl carbonate